(2-(benzyloxy)-3-chlorophenyl)boronic acid C(C1=CC=CC=C1)OC1=C(C=CC=C1Cl)B(O)O